ClC=1C=2C(N=C3N(C2C=CC1)C1=CC(=CC=C1C3(C)C)C3CCN(CC3)CC3=C(C=C(C=N3)N3CCN(CC3)C3=CC(=C(C(=C3)F)N3C(CCCC3=O)=O)F)F)=O (4-(4-(6-((4-(4-chloro-7,7-dimethyl-5-oxo-5,7-dihydroindolo[1,2-a]quinazolin-10-yl)piperidin-1-yl)methyl)-5-fluoropyridin-3-yl)piperazin-1-yl)-2,6-difluorophenyl)piperidine-2,6-dione